C(C)(C)(C)OC(=O)N1[C@H]2CC3(CC(C3)O)C[C@@H]1CC2 (1R,5S)-3'-hydroxy-8-azaspiro[bicyclo[3.2.1]octane-3,1'-cyclobutane]-8-carboxylic acid tert-butyl ester